N-methyl-4,5,6,7,8,9-hexahydropyrazolo[1,5-a][1,4]diazocine-2-carboxamide CNC(=O)C1=NN2C(CNCCCC2)=C1